tris(2,2,6,6-tetramethyl-4-piperidyl)benzene-1,3,5-tricarboxylate CC1(NC(CC(C1)C1=C(C(=C(C(=C1C(=O)[O-])C1CC(NC(C1)(C)C)(C)C)C(=O)[O-])C1CC(NC(C1)(C)C)(C)C)C(=O)[O-])(C)C)C